2,2'-azobis{2-[1-(2-hydroxyethyl)-2-imidazolin-2-yl]propane}-dihydrochloride Cl.Cl.N(=NC(C)(C)C=1N(CCN1)CCO)C(C)(C)C=1N(CCN1)CCO